O=C1N(C(C2=CC=CC=C12)=O)C[C@H](CC(=O)N)O (S)-4-(1,3-dioxoisoindol-2-yl)-3-hydroxybutyramide